C(C=C)(=O)NC1=CC(=C(C=C1)C1=NN2N=CN=C(C2=C1C1=CC(=C(C(=O)NCC(F)(F)F)C=C1)OC)N)OC 4-(6-(4-acrylamido-2-methoxyphenyl)-4-aminopyrazolo[5,1-f][1,2,4]triazin-5-yl)-2-methoxy-N-(2,2,2-trifluoroethyl)benzamide